O1CCN(CC1)C=1C2=C(N=C(N1)C1=NC(=NC=C1)N1CCN(CC1)C(=O)OC(C)(C)C)C=CC=N2 tert-butyl 4-[4-(4-morpholinopyrido[3,2-d]pyrimidin-2-yl)pyrimidin-2-yl]piperazine-1-carboxylate